(R or S)-4-(4-((1R,5S)-3,8-diazabicyclo[3.2.1]octan-3-yl)-6-chloro-2-(3-((3R,5S)-3,5-dimethyl-morpholinyl)propoxy)-8-fluoro-quinazolin-7-yl)naphthalen [C@H]12CN(C[C@H](CC1)N2)C2=NC(=NC1=C(C(=C(C=C21)Cl)C2=CC=CC1=CC=CC=C21)F)OCCCN2[C@@H](COC[C@@H]2C)C